(R)-(4,4-difluoro-1-methylpyrrolidin-2-yl)methanol FC1(C[C@@H](N(C1)C)CO)F